4-(6-(1-methyl-1H-pyrazol-4-yl)pyrazolo[1,5-a]pyridin-3-yl)cyclohexane-1-carboxylic acid CN1N=CC(=C1)C=1C=CC=2N(C1)N=CC2C2CCC(CC2)C(=O)O